(S)-quinuclidin-3-yl (5-(3,4-dimethylphenyl)-2,2-dimethyl-2,3-dihydro-1H-inden-1-yl)carbamat CC=1C=C(C=CC1C)C=1C=C2CC(C(C2=CC1)NC(O[C@@H]1CN2CCC1CC2)=O)(C)C